ClC1C(C(=O)O)=CC=CC1(C(=O)O)Cl 2,3-dichloroisophthalic acid